2-(azetidin-1-yl)-1-(2,5-difluorobenzyl)-6-(4-methoxy-5H-pyrrolo[3,2-d]pyrimidin-5-yl)-1H-imidazo[4,5-b]pyridine N1(CCC1)C=1N(C=2C(=NC=C(C2)N2C=CC=3N=CN=C(C32)OC)N1)CC1=C(C=CC(=C1)F)F